Butyl 4-[6-(2,7-dimethylindazol-5-yl)-8-fluoro-2-quinolyl]piperidine-1-carboxylate CN1N=C2C(=CC(=CC2=C1)C=1C=C2C=CC(=NC2=C(C1)F)C1CCN(CC1)C(=O)OCCCC)C